3,5-di-methoxyphenol COC=1C=C(C=C(C1)OC)O